S1C(=CC=C1)CC(=O)O 2-(2-thienyl)acetic acid